C(C(C)C)C1=CC=C(C=C1)CCCC(=O)NCCCCC(NC(CCOCCOCCOCCOCCOCCOCCOCCOCCNC(OCC1=CC=CC=C1)=O)=O)C(=O)OC(C)(C)C tert-butyl 33-(4-(4-(4-isobutyl-phenyl)butanamido)butyl)-3,31-dioxo-1-phenyl-2,7,10,13,16,19,22,25,28-nonaoxa-4,32-diazatetratriacontan-34-oate